FC1=CC=C(C=C1)NC(=O)C1(CC1)C(=O)NC1=CC=C(C=C1)OC1=CC=NC2=CC(=CC=C12)NC(NC)=O 1-N'-(4-fluorophenyl)-1-N-[4-[7-(methylcarbamoylamino)quinolin-4-yl]oxyphenyl]cyclopropane-1,1-dicarboxamide